ClC1=CC=C(C(=N1)CN1CC(C1)F)NC(C)C=1C=C(C=C2C(N(C=3N(C12)C=NC3C(=O)N(C)CCO)C)=O)C 9-(1-((6-chloro-2-((3-fluoroazetidin-1-yl)methyl)pyridin-3-yl)amino)ethyl)-N-(2-hydroxyethyl)-N,4,7-trimethyl-5-oxo-4,5-dihydroimidazo[1,5-a]quinazoline-3-carboxamide